FC(CO)(C1=CC(=CC=C1)[C@@H](C)NC=1C2=C(N=C(N1)C)N1C(C(=C2)O[C@@H]2CN(CC2)C)=NN=C1)F 2,2-difluoro-2-(3-((R)-1-((2-methyl-6-(((S)-1-methylpyrrolidin-3-yl)oxy)-[1,2,4]triazolo[4',3':1,6]pyrido[2,3-d]pyrimidin-4-yl)amino)ethyl)phenyl)ethan-1-ol